3-[6-(cyclopropylmethylamino)-1-methylpyrazolo[4,5-c]pyridin-3-yl]-2,6-difluoro-5-(trifluoromethyl)phenol C1(CC1)CNC1=CC2=C(C=N1)C(=NN2C)C=2C(=C(C(=C(C2)C(F)(F)F)F)O)F